OC=1C=C(C=C2C(N(C(N2C)=[Se])CCCCC)=O)C=C(C1)O 5-(3,5-dihydroxybenzylidene)-1-methyl-3-pentyl-2-selenoxoimidazolidin-4-one